C[Si](C1=CC=CC=C1)(OCC1=C(C=C(C(=C1)OC)OC)[N+](=O)[O-])C dimethyl(4,5-dimethoxy-2-nitrobenzyloxy)phenyl-silane